(4-chlorothiazol-2-yl)propan-1-one ClC=1N=C(SC1)C(CC)=O